C(CCCCCCCCCCC)C=1C(=C(C=CC1)[IH+])CCCCCCCCCCCC Bisdodecylphenyl-iodonium